C(C1=CC=CC=C1)C1OC=CN1C(=O)[C@H]1CN(C[C@@H]1C1=CC=C(C=C1)C(F)(F)F)CC1=CC=CC=C1 (4R)-benzyl-3-[(3R,4S)-1-benzyl-4-(4-trifluoromethylphenyl)-pyrrolidine-3-carbonyl]-oxazole